(3S,6S)-3,6-bis(2-methyl-(methoxy)phosphonoethyl)-2,5-diketopiperazine CC(C[C@H]1C(N[C@H](C(N1)=O)CC(C)P(=O)(OOC)O)=O)P(=O)(OOC)O